[Sb].[Co].[Ti].ClC=1C=C(C=CC1OC1CC1)NC(C#C[Si](C(C)C)(C(C)C)C(C)C)=O N-(3-chloro-4-cyclopropoxyphenyl)-3-(triisopropylsilyl)propiolamide titanium-cobalt-antimony